4-amino-2-methyl-5-((1-methylazetidin-2-yl)methoxy)-N-(1-(7-vinyl-quinolin-5-yl)cyclopropyl)benzamide NC1=CC(=C(C(=O)NC2(CC2)C2=C3C=CC=NC3=CC(=C2)C=C)C=C1OCC1N(CC1)C)C